5-fluorouridine monophosphonate P(O)(O)=O.FC=1C(NC(N([C@H]2[C@H](O)[C@H](O)[C@@H](CO)O2)C1)=O)=O